propionlactone C1(CCO1)=O